2-chlorobenzeneethylamine ClC1=C(C=CC=C1)CCN